3-[4-(2-Hydroxyethoxy)anilino]-5-(methylamino)-6-(3-methylimidazo[4,5-c]pyridin-7-yl)pyrazine-2-carboxamide OCCOC1=CC=C(NC=2C(=NC(=C(N2)NC)C=2C3=C(C=NC2)N(C=N3)C)C(=O)N)C=C1